C(C)N(C(COC1=CC(=CC=C1)OC)=O)CC=1SC=CC1 n-ethyl-2-(3-methoxyphenoxy)-N-(thiophen-2-ylmethyl)acetamide